CN1CCC(=CC1)C1=CC=2C3=C(N(C2C=C1)CC(F)(F)F)C(=NC=N3)O 8-(1-methyl-1,2,3,6-tetrahydropyridin-4-yl)-5-(2,2,2-trifluoroethyl)-5H-pyrimido[5,4-b]indol-4-ol